3-methyl-4-(propan-2-yl)aniline, hydrochloride salt Cl.CC=1C=C(N)C=CC1C(C)C